2-(5-(3,5-dichloro-4-fluorophenyl)-5-(trifluoromethyl)-4,5-dihydroisoxazol-3-yl)-N-(thietan-3-yl)-2,3-dihydro-1H-pyrrolo[3,4-c]pyridine-6-carboxamide ClC=1C=C(C=C(C1F)Cl)C1(CC(=NO1)N1CC=2C=NC(=CC2C1)C(=O)NC1CSC1)C(F)(F)F